C(C)(C)C=1C(=NNC1C=1C=C(C=2N(C1)N=CN2)C)C=2SC=1CN(CCC1N2)CC(=O)NC 2-(2-(4-isopropyl-5-(8-methyl-[1,2,4]triazolo[1,5-a]pyridin-6-yl)-1H-pyrazol-3-yl)-6,7-dihydrothiazolo[5,4-c]pyridin-5(4H)-yl)-N-methylacetamide